C(CC)OC(C(=O)C)OCCC 1,1-dipropoxyacetone